OCC(CC(C(CO)O)O)O 1,2,4,5,6-pentahydroxyhexane